(Z)-8-hentriacontene CCCCCCC\C=C/CCCCCCCCCCCCCCCCCCCCCC